FC=1C=C2C(CC3(N(C2=CC1)C)CCN(CC3)C(=O)NCC3=CC(=C(C=C3)F)S(=O)(=O)C)=O 6'-fluoro-N-(4-fluoro-3-(methylsulfonyl)benzyl)-1'-methyl-4'-oxo-3',4'-dihydro-1'h-spiro[piperidine-4,2'-quinoline]-1-carboxamide